(7s,9r)-9-hydroxy-7-(hydroxymethyl)-6-azaspiro[3.5]nonane-6-carboxylic acid tert-butyl ester C(C)(C)(C)OC(=O)N1CC2(CCC2)[C@@H](C[C@H]1CO)O